7-{3-[1-(3,3-difluoro-2,2-dimethylpropyl)-1H-pyrazol-4-yl]-5-fluoropyridin-2-yl}-2-methylimidazo[1,2-a]pyridine FC(C(CN1N=CC(=C1)C=1C(=NC=C(C1)F)C1=CC=2N(C=C1)C=C(N2)C)(C)C)F